4-[4-[[6-oxo-5-(trifluoromethyl)-1H-pyridazin-3-yl]amino]butanoyl]piperazin O=C1C(=CC(=NN1)NCCCC(=O)N1CCNCC1)C(F)(F)F